C(C)(C)(C)OC(=O)C1CC(CCC1)N1C=CC2=C1N=CN=C2Cl 3-(4-chloro-7H-pyrrolo[2,3-d]pyrimidin-7-yl)cyclohexane-1-carboxylic acid tert-butyl ester